methyl (2-diazoacetyl)-L-methioninate [N+](=[N-])=CC(=O)N[C@@H](CCSC)C(=O)OC